(3-tetrahydropyran-2-yl-9,10-dihydro-8H-cyclohepta[e]indazol-6-yl) trifluoromethanesulfonate FC(S(=O)(=O)OC1=CCCCC=2C=3C=NN(C3C=CC21)C2OCCCC2)(F)F